The molecule is an amino acid zwitterion obtained via transfer of a proton from the carboxy to the amino group of S-(4-bromophenyl)-L-cysteine; major species at pH 7.3. It is a tautomer of a S-(4-bromophenyl)-L-cysteine. C1=CC(=CC=C1SC[C@@H](C(=O)[O-])[NH3+])Br